C([C@@H]1C(=C([C@H]2[C@@H](O1)NC3=C(N2)C(=O)NC(=N3)N)[S-])[S-])OP(=O)([O-])[O-].O=[W]=O The molecule is an organophosphate oxoanion obtained by deprotonation of the phosphate OH groups of WO2-molybdopterin cofactor. It is a conjugate base of a WO2-molybdopterin cofactor.